C(C)(C)C=1C=C(C=NC1)CN(CCC1=CC=C(C=C1)NC(=O)C1=C(C=C(C(=C1)OC)OC)NC(=O)C=1OC2=CC=C(C=C2C(C1)=O)C)CC=1C=C2C=NN(C2=CC1)C N-(2-((4-(2-(((5-i-Propylpyridin-3-yl)methyl)((1-methyl-1H-indazol-5-yl)methyl)amino)ethyl)phenyl)carbamoyl)-4,5-dimethoxyphenyl)-6-methyl-4-oxo-4H-chromene-2-carboxamide